FC(C1=C(C(=CC=C1)C(F)(F)F)C1=CC=NC2=CC(=CC=C12)O[C@@H](C(=O)N1C[C@H](CCC1)CC(=O)O)C)(F)F 2-[(3R)-1-[(2R)-2-[[4-[2,6-bis(trifluoromethyl)phenyl]-7-quinolyl]oxy]propanoyl]-3-piperidyl]acetic acid